C1(=CC=CC=C1)C(CNCC1=CC(=NC=C1)C=1C=C2CN(C(C2=CC1)=O)C1C(NC(CC1)=O)=O)C1=CC=CC=C1 3-(5-(4-(((2,2-diphenylethyl)amino)methyl)pyridin-2-yl)-1-oxoisoindolin-2-yl)piperidine-2,6-dione